3,7-diamino-5-phenylphenazine NC=1C=CC=2NC3=CC=C(C=C3N(C2C1)C1=CC=CC=C1)N